BrCC=1C=C(C(=O)Cl)C=C(C1)CBr 3,5-bis(bromomethyl)benzoyl chloride